ClC=1C(=CC(=NC1)OC)C(C(=O)N1C[C@H](CC1)NC1=NC(=C(C=C1)C1=NN(C(=N1)C(F)(F)F)C)C)C 2-(5-Chloro-2-methoxypyridin-4-yl)-1-[(3S)-3-({6-methyl-5-[1-methyl-5-(trifluoromethyl)-1H-1,2,4-triazol-3-yl]pyridin-2-yl}amino)pyrrolidin-1-yl]propan-1-on